thiophenyl-(n-butyl-n-pentyl) thiophosphinate [PH2](OC(CCCC)(CCCC)C=1SC=CC1)=S